C[Si](CCOCN1N=CC=CC1=O)(C)C 2-(2-(trimethylsilyl)ethoxymethyl)pyridazin-3(2H)-one